N1=CN=C2N=C(NC2=C1)CCS 2-(7H-purin-8-yl)ethanethiol